NC1=CN=C(C=C1C(=O)OC)N[C@@H]1COCC1 (S)-methyl 5-amino-2-((tetrahydrofuran-3-yl)amino)isonicotinate